CC1(CCC=2C(=NNC2C1)C1=NC=2C(=NC=C(C2)N(C(CC(C)C)=O)C)N1)C N-(2-(6,6-Dimethyl-4,5,6,7-tetrahydro-1H-indazol-3-yl)-3H-imidazo[4,5-b]pyridin-6-yl)-N,3-dimethylbutanamide